CC1(OC2C(COCC2)O1)C 2,2-dimethyltetrahydro-4H-[1,3]dioxolo[4,5-c]pyran